[(1R)-2-[2-[(1S)-1-[5-(5-hydroxy-1-tetrahydropyran-2-yl-indazol-3-yl)-3-pyridyl]ethoxy]ethoxy]-1-methyl-ethyl] methanesulfonate CS(=O)(=O)O[C@@H](COCCO[C@@H](C)C=1C=NC=C(C1)C1=NN(C2=CC=C(C=C12)O)C1OCCCC1)C